N-(2-(6-(2,6-dichloro-3,5-dimethoxyphenyl)-4,5-dihydro-1H-indazol-3-yl)-5-fluorophenyl)acrylamide ClC1=C(C(=C(C=C1OC)OC)Cl)C=1CCC=2C(=NNC2C1)C1=C(C=C(C=C1)F)NC(C=C)=O